(R)-N-((R)-3-((4-methoxybenzyl)oxy)-1-((3aS,4S,6S,7aR)-3a,5,5-trimethylhexahydro-4,6-methanobenzo[d][1,3,2]dioxaborol-2-yl)propyl)-2-methylpropane-2-sulfinamide COC1=CC=C(COCC[C@@H](B2O[C@@]3([C@H](O2)C[C@H]2C([C@@H]3C2)(C)C)C)N[S@](=O)C(C)(C)C)C=C1